(1R,3S)-N-(5-chloro-4-(5,5-dimethyl-5,6-dihydro-4H-pyrrolo[1,2-b]pyrazol-3-yl)pyridin-2-yl)-3-(pyridine-3-yl)cyclohexane-1-carboxamide ClC=1C(=CC(=NC1)NC(=O)[C@H]1C[C@H](CCC1)C=1C=NC=CC1)C1=C2N(N=C1)CC(C2)(C)C